FC(CN1N=CC=2C1=NC(=CN2)N2CCC1(CC(N(C1)CC1=CC(=CC(=C1)F)F)=O)CC2)F 8-[1-(2,2-difluoroethyl)-1H-pyrazolo[3,4-b]pyrazin-6-yl]-2-[(3,5-difluorophenyl)methyl]-2,8-diazaspiro[4.5]decan-3-one